6-(2-azabicyclo[2.1.1]hexan-2-yl)-N-(2'-(4,4-difluorocyclohexyl)-3-fluoro-[2,4'-bipyridin]-3'-yl)-5-fluoronicotinamide C12N(CC(C1)C2)C2=NC=C(C(=O)NC=1C(=NC=CC1C1=NC=CC=C1F)C1CCC(CC1)(F)F)C=C2F